CC1=NN(C2=CC(=CC=C12)[N+](=O)[O-])CCC1=CC=NC=C1 3-Methyl-6-nitro-1-(2-(pyridin-4-yl)ethyl)-1H-indazole